OC1=C(C(N(C=C1)C)=O)NC(N[C@@H](CC(=O)OCC)C=1SC=C(C1)C1=CC(=CC=C1)OC)=O ethyl (S)-3-(3-(4-hydroxy-1-methyl-2-oxo-1,2-dihydropyridin-3-yl)ureido)-3-(4-(3-methoxy phenyl)thiophen-2-yl)propanoate